N1=CC=C(C2=NC=CC=C12)C1=NNC2=NC(=CN=C21)N2CC1C(C1CC2)(C2=NOC(=C2)C)CN (3-(3-(1,5-naphthyridin-4-yl)-1H-pyrazolo[3,4-b]pyrazin-6-yl)-7-(5-methylisoxazol-3-yl)-3-azabicyclo[4.1.0]heptan-7-yl)methanamine